(+/-)-isopropyl (1S,3S)-3-((6-(5-(((cyclobutyl(methyl)carbamoyl)oxy)methyl)-1-methyl-1H-pyrazol-4-yl)-2-((2,4-dimethoxybenzyl)amino)pyridin-3-yl)oxy)cyclohexane-1-carboxylate C1(CCC1)N(C(=O)OCC1=C(C=NN1C)C1=CC=C(C(=N1)NCC1=C(C=C(C=C1)OC)OC)O[C@@H]1C[C@H](CCC1)C(=O)OC(C)C)C |r|